COC1=NN(C(=C1)C)C1=NC(=CC=C1C(=O)OC)N1C=NC2=C1C=CC(=C2)NC=2N=NC(=CC2)C methyl 2-(3-methoxy-5-methyl-pyrazol-1-yl)-6-[5-[(6-methylpyridazin-3-yl)amino]benzimidazol-1-yl]pyridine-3-carboxylate